1-[[6-(difluoromethoxy)-4-[2-[(2,6-dimethylpyrimidin-4-yl)amino]pyrazolo[1,5-a]pyridin-5-yl]-3-pyridyl]oxy]-2-methyl-propan-2-ol FC(OC1=CC(=C(C=N1)OCC(C)(O)C)C1=CC=2N(C=C1)N=C(C2)NC2=NC(=NC(=C2)C)C)F